CCCCCCCCCCC(CCCCCCC)OC(CCCCCCCCCC)CCCCCCC 11-octadecyl ether